O1C(=CC=C1)[C-]1C=C(C=C1)C=C=O.[CH-]1C=CC=C1.[Fe+2] 1-(2-furyl)-3-ferrocenyl-ketene